2,3,6,7,8,9-hexahydro-1H-cyclohepta[d]pyridazine-1,4(5H)-dione C1(NNC(C2=C1CCCCC2)=O)=O